3-(3-oxo-1,3-dihydroisobenzofuran-5-yl)-1H-pyrrole O=C1OCC2=CC=C(C=C12)C1=CNC=C1